2-(2,6-dioxopiperidin-3-yl)-4-(4-((4-(3-methyl-1,2,4-thiadiazol-5-yl)piperazin-1-yl)methyl)benzylamino)isoindoline-1,3-dione O=C1NC(CCC1N1C(C2=CC=CC(=C2C1=O)NCC1=CC=C(C=C1)CN1CCN(CC1)C1=NC(=NS1)C)=O)=O